FC1(CN(CC[C@H]1NC1=NN2C(C(=N1)OC)=C(C(=C2)F)C2=CC=1N(C=C2)N=CC1C(=O)NC(C)C)C([2H])([2H])[2H])F (R)-5-(2-((3,3-difluoro-1-(methyl-d3)piperidin-4-yl)amino)-6-fluoro-4-methoxypyrrolo[2,1-f][1,2,4]triazin-5-yl)-N-isopropylpyrazolo[1,5-a]pyridine-3-carboxamide